(R/S)-1-(2-(2-bromophenyl)-4-(2,6-diaminopyrimidin-4-yl)piperazin-1-yl)ethan-1-one BrC1=C(C=CC=C1)[C@H]1N(CCN(C1)C1=NC(=NC(=C1)N)N)C(C)=O |r|